CN1N=CC(=C1C1=CC=C(N=N1)OCC1C[C@@H]2[C@@H](CN(C2)CC2CCOCC2)C1)C (3aR,6aS)-5-[[6-(2,4-dimethylpyrazol-3-yl)pyridazin-3-yl]oxymethyl]-2-(tetrahydropyran-4-ylmethyl)-3,3a,4,5,6,6a-hexahydro-1H-cyclopenta[c]pyrrole